(4-chloro-7H-pyrrolo[2,3-d]pyrimidin-7-yl) pivalate C(C(C)(C)C)(=O)ON1C=CC2=C1N=CN=C2Cl